C[C@H]1[C@@H]([C@H]([C@H]([C@@H](O1)OC2=CC(=C3C(=C2)OC(=C(C3=O)O)C4=CC=C(C=C4)O)O)OC(=O)/C=C/C5=CC=C(C=C5)O)OC(=O)/C=C/C6=CC=C(C=C6)O)O The molecule is a glycosyloxyflavone that consists of kaempferol attached to a 2,3-di-E-p-coumaroyl-alpha-L-rhamnopyranosyl moiety at position 7. Isolated from the flowers and fruits of Tetrapanax papyriferus, it exhibits antineoplastic activity. It has a role as a metabolite and an antineoplastic agent. It is a cinnamate ester, a monosaccharide derivative and a glycosyloxyflavone. It derives from a trans-4-coumaric acid.